ClC1=C(C(=CC=C1)Cl)C1=CC2=C(N=C(N=C2)NC2=CC=C(C=N2)O[C@@H]2C[C@H](N(C2)C(=O)OC(C)(C)C)C)N(C1=O)C tert-butyl (2R,4R)-4-[[6-[[6-(2,6-dichlorophenyl)-8-methyl-7-oxo-pyrido[2,3-d]pyrimidin-2-yl]amino]-3-pyridyl]oxy]-2-methyl-pyrrolidine-1-carboxylate